C(C)OC=1C(=NC=CC1)OC=1C=C(C=NC1)C1=NC=C(C=N1)C(=O)N[C@@H]1CNC[C@H](C1)F 2-(5-((3-Ethoxypyridin-2-yl)oxy)pyridin-3-yl)-N-((3s,5s)-5-fluoropiperidin-3-yl)pyrimidine-5-carboxamide